The molecule is an icosanoid anion that is the conjugate base of 10,11-dihydro-20,20-dihydroxyleukotriene B4, obtained by deprotonation of the carboxy group; major species at pH 7.3. C(CCC(O)O)C/C=C\\C[C@H](CC/C=C/C=C\\[C@H](CCCC(=O)[O-])O)O